2-bromo-4-Tridecyloxythiophene BrC=1SC=C(C1)OCCCCCCCCCCCCC